ClC1=C2C=C(N(C2=CC=C1Cl)C)C(=O)N[C@@]1(COCC1)C1=CC=C(C(=O)O)C=C1 |r| (±)-4-[3-[(4,5-Dichloro-1-methyl-indole-2-carbonyl)amino]tetrahydrofuran-3-yl]benzoic acid